ClC1=C(C=C(C=C1)N1C(=C2C(N(N=CC2=C1C)C1=NC=CC=C1)=O)C)OC 6-(4-chloro-3-methoxyphenyl)-5,7-dimethyl-2-(pyridin-2-yl)-2,6-dihydro-1H-pyrrolo[3,4-d]pyridazin-1-one